C12C(C1)(B2)C=2C(=C(C(=O)O)C=CC2)O 3-(2-boranocyclopropyl)-2-hydroxybenzoic acid